CC1(NC(OC1([2H])[2H])=O)C 4,4-dimethyloxazolidin-2-one-5,5-d2